C1(CCCCCC(=O)OCCCCO1)=O butylene pimelate